N[C@@H](C(=O)OC)CC1=CNC2=CC=CC=C12 methyl (2R)-2-amino-3-(1H-indol-3-yl)propanoate